S1SCNC1=S 3H-1,2,4-dithiazole-5-thion